ClC1=C(C=O)C(=CN=C1)C1=CC=CC=C1 3-Chloro-5-phenylisonicotinaldehyde